Cl.C1(=C2N(C=N1)CCC2)C(C(=O)NC=2SC=CN2)N2N=C1C=C(C=C(C1=C2)F)C=2C=NC(=CC2)N2CCNCC2 2-(6,7-dihydro-5H-pyrrolo[1,2-c]imidazol-1-yl)-2-[4-fluoro-6-(6-piperazin-1-yl-3-pyridinyl)indazol-2-yl]-N-thiazol-2-yl-acetamide hydrochloride